octadecyl-3,4-epoxycyclohexyl-carboxylate C(CCCCCCCCCCCCCCCCC)OC(=O)C1CC2C(CC1)O2